trimethylsilyl 2,2,2-trifluoro-N-(trimethylsilyl)acetimidate FC(C(O[Si](C)(C)C)=N[Si](C)(C)C)(F)F